6-chloro-1-(trans-4-methoxycyclohexyl)-1H-pyrazolo[3,4-d]pyrimidine ClC1=NC=C2C(=N1)N(N=C2)[C@@H]2CC[C@H](CC2)OC